ClC1=CC2=C(C=C3N2C(=NN(C3=O)CC(=O)NC=3C=NC=CC3)C(C)O)S1 2-(2-chloro-5-(1-hydroxyethyl)-8-oxothieno[2',3':4,5]pyrrolo[1,2-d][1,2,4]triazin-7(8H)-yl)-N-(pyridin-3-yl)acetamide